(S)-N-(2-chloro-6-fluorophenyl)-4-(1-ethyl-2-(hydroxymethyl)-1H-imidazol-4-yl)-5-fluoro-2-((1,1,1-trifluoropropan-2-yl)oxy)benzamide ClC1=C(C(=CC=C1)F)NC(C1=C(C=C(C(=C1)F)C=1N=C(N(C1)CC)CO)O[C@H](C(F)(F)F)C)=O